O=C1N(C2=CC=CC=C2C(N1C1=C(C=CC=C1)C)=O)CC1=CC=C(C(=O)NO)C=C1 4-((2,4-dioxo-3-(o-tolyl)-3,4-dihydroquinazolin-1(2H)-yl)methyl)-N-hydroxybenzoamide